(E)-1-(2-chlorophenyl)-3-(4-((E)-3-(3-methoxyphenyl)-3-oxoprop-1-en-1-yl)phenyl)prop-2-en-1-one ClC1=C(C=CC=C1)C(\C=C\C1=CC=C(C=C1)\C=C\C(=O)C1=CC(=CC=C1)OC)=O